FC(C1=CC=CC(=N1)NC(=O)C=1C(=CC=2N(C1)C=C(N2)C2CCN(CC2)C(CN2CCC(CC2)C=2C=NC(=CC2)NC2C(NC(CC2)=O)=O)=O)OC(C)C)F N-[6-(difluoromethyl)-2-pyridinyl]-2-[1-[2-[4-[6-[(2,6-dioxo-3-piperidinyl)amino]-3-pyridinyl]-1-piperidinyl]acetyl]-4-piperidinyl]-7-isopropoxy-imidazo[1,2-a]pyridine-6-carboxamide